2-(4,5-Dimethyl-2-oxo-1H-1,6-naphthyridin-3-yl)propanoic acid CC1=C(C(NC2=CC=NC(=C12)C)=O)C(C(=O)O)C